CC1=CC=C(C=C1)C(C=CC1=CC=C(OCC(=O)O)C=C1)=O 2-[4-[3-(4-Methylphenyl)-3-oxoprop-1-enyl]phenoxy]acetic acid